OC1=CC=C(C(/C=C/C2=CC=CC=C2)=O)C=C1 4'-hydroxychalcon